Isopropyl ((S)-(((4R,5R)-4-hydroxy-5-(5-methyl-2,4-dioxo-3,4-dihydropyrimidin-1(2H)-yl)-4,5-dihydrofuran-2-yl)methoxy)(phenoxy)phosphoryl)-L-alaninate O[C@@H]1C=C(O[C@H]1N1C(NC(C(=C1)C)=O)=O)CO[P@](=O)(OC1=CC=CC=C1)N[C@@H](C)C(=O)OC(C)C